(S)-2-pyridylthiocysteamine HCl Cl.N1=C(C=CC=C1)SNCCS